1-Benzyl 4-[4-[5-(tert-butoxycarbonylamino)-6-methoxy-indazol-2-yl]cyclohexoxy]piperidine-1-carboxylate C(C)(C)(C)OC(=O)NC1=CC2=CN(N=C2C=C1OC)C1CCC(CC1)OC1CCN(CC1)C(=O)OCC1=CC=CC=C1